(3R)-3-{[2-(4-methoxyphenyl)-10-(morpholin-4-yl)[1,2,4]triazolo[1,5-c]quinazolin-5-yl]amino}azepan-2-one COC1=CC=C(C=C1)C1=NN2C(=NC=3C=CC=C(C3C2=N1)N1CCOCC1)N[C@H]1C(NCCCC1)=O